C(C)C=1C(NC=2C=C(C=NC2C1)CN1CCN(CC1)C=1C=CC(=NC1)C(=O)N)=O 5-[4-[(7-Ethyl-6-oxo-5H-1,5-naphthyridin-3-yl)methyl]piperazin-1-yl]pyridine-2-carboxamide